C(C(C)C)[C@H]1C(N(CCN1)[C@H](C(=O)N1CCC(CC1)CC(=O)N)CC(C)(C)C)=O (1-{(S)-2-[(S)-3-Isobutyl-2-oxo-1-piperazinyl]-4,4-dimethylvaleryl}-4-piperidyl)acetamide